BrC=1C=C2C=C(C(N(C2=CC1)C)=O)C1(C(N(C2=CC=CC=C12)C)=O)F 6-bromo-3-(3-fluoro-1-methyl-2-oxoindolin-3-yl)-1-methylquinoline-2(1H)-one